COC=1C=CC=2N(C1C(=O)OC)CN(C2)C methyl 6-methoxy-2-methylimidazo[1,5-a]pyridine-5-carboxylate